2-(bicyclo[1.1.1]pentan-1-ylamino)-4-((1R,3S)-3-hydroxycycloheptylamino)pyrimidine-5-carboxamide C12(CC(C1)C2)NC2=NC=C(C(=N2)N[C@H]2C[C@H](CCCC2)O)C(=O)N